N-(4-(4-amino-2-butyl-1H-imidazo[4,5-c]quinolin-1-yl)butyl)pyrazine-2-carboxamide NC1=NC=2C=CC=CC2C2=C1N=C(N2CCCCNC(=O)C2=NC=CN=C2)CCCC